CSC1=CC=C(N)C=C1 p-methylthioaniline